N-[(1R)-1-[3-[2-[tert-Butyl(dimethyl)silyl]oxyethoxy]-4-methoxy-phenyl]ethyl]-2-methyl-5-(4-methylpiperazin-1-yl)benzamide [Si](C)(C)(C(C)(C)C)OCCOC=1C=C(C=CC1OC)[C@@H](C)NC(C1=C(C=CC(=C1)N1CCN(CC1)C)C)=O